The molecule is a benzamide obtained by formal condensation between the carboxy group of 2-chloro-4-(methylsulfonyl)benzoic acid and the anilino group of 4-chloro-3-(pyridin-2-yl)aniline. Used for the treatment metastatic basal cell carcinoma. It has a role as an antineoplastic agent, a SMO receptor antagonist, a Hedgehog signaling pathway inhibitor and a teratogenic agent. It is a sulfone, a member of benzamides, a member of pyridines and a member of monochlorobenzenes. CS(=O)(=O)C1=CC(=C(C=C1)C(=O)NC2=CC(=C(C=C2)Cl)C3=CC=CC=N3)Cl